2''-bromo-4''-fluorodispiro[imidazolidine-4,1'-cyclohexane-4',1''-indene]-2,5-dione BrC=1C2(C3=CC=CC(=C3C1)F)CCC1(CC2)NC(NC1=O)=O